N1N=CC2=CC(=CC=C12)NC1=NC(=NC=C1)C1=CC=C2C=C(NC2=C1)C(=O)NC(C)C1=CC=CC=C1 6-(4-((1H-indazol-5-yl)amino)pyrimidin-2-yl)-N-(1-phenyl-ethyl)-1H-indole-2-carboxamide